Cl.C(=O)(OC(C)(C)C)NCCCCCCN N-Boc-1,6-diaminohexane hydrochloride